[Si](C1=CC=CC=C1)(C1=CC=CC=C1)(C(C)(C)C)OC[C@@]12C[C@H](CN2C(C(C1)([Se]C1=CC=CC=C1)C)=O)F (6R,7aR)-7a-(((tert-Butyldiphenylsilyl)oxy)methyl)-6-fluoro-2-methyl-2-(phenylselanyl)hexahydro-3H-pyrrolizin-3-one